1,3,4,6-tetra-O-acetyl-2-N-butyryl-D-glucosamine C(C)(=O)OC1[C@H](NC(CCC)=O)[C@@H](OC(C)=O)[C@H](OC(C)=O)[C@H](O1)COC(C)=O